(((2,2'-dichloro-[1,1'-biphenyl]-3,3'-diyl))bis(methylene))bis(pyrrolidin-3-ol) ClC1=C(C=CC=C1CN1CC(CC1)O)C1=C(C(=CC=C1)CN1CC(CC1)O)Cl